BrC1=NN(C(=C1)CCOC(C(=O)OC(C)(C)C)C)C tert-butyl 2-(2-(3-bromo-1-methyl-1H-pyrazol-5-yl)ethoxy)propanoate